5-((2-(3-hydroxyphenyl)quinazolin-4-yl)amino)-1H-indazole-1-carboxylic acid tert-butyl ester C(C)(C)(C)OC(=O)N1N=CC2=CC(=CC=C12)NC1=NC(=NC2=CC=CC=C12)C1=CC(=CC=C1)O